C(C)(=O)N1C(/C(/NC(C1)=O)=C/C=1N=C(NC1C1CC1)C(CC)C1NCCOC1)=O (Z)-1-acetyl-3-((5-cyclopropyl-1-(3-morpholinyl)propylimidazol-4-yl)methylene)piperazine-2,5-dione